furan-2,5-dicarboxylic acid bis(2-ethyl-1-hexyl) ester C(C)C(COC(=O)C=1OC(=CC1)C(=O)OCC(CCCC)CC)CCCC